FC1=NC=CC=C1C1=C(C=C(C=C1)CNC)NS(=O)(=O)C1=CC=CC=C1 N-(2-(2-fluoropyridin-3-yl)-5-((methylamino)methyl)phenyl)benzenesulfonamide